NC1=C(OC2=C(C(=O)NC3=CC=C(C=C3)N=NC3=CC=CC=C3)C(=CC=C2)OC2=C(C=CC=C2)N)C=CC=C1 2,6-bis(aminophenoxy)-N-[4-(phenylazo)phenyl]benzamide